tertiaryamyl alcohol C(C)(C)(CC)O